2-oxoimidazoline-4-carbonitrile O=C1NCC(N1)C#N